NC=1C(=C2N(C=CC(=N2)C)C1C1=C(C(=CC=C1C)OC)C)C#N 7-amino-6-(3-methoxy-2,6-dimethyl-phenyl)-2-methyl-pyrrolo[1,2-a]pyrimidine-8-carbonitrile